N-(2-fluoro-4-iodo-phenyl)-3-(7-fluoro-1-methyl-4-oxo-pyrazolo[4,3-c]quinolin-5-yl)propanamide FC1=C(C=CC(=C1)I)NC(CCN1C(C2=C(C=3C=CC(=CC13)F)N(N=C2)C)=O)=O